(4-(5-(bis(2-hydroxy-2-methylpropyl)amino)isoxazol-3-yl)piperidin-1-yl)(3-chloro-4-(trifluoromethyl)phenyl)methanone OC(CN(C1=CC(=NO1)C1CCN(CC1)C(=O)C1=CC(=C(C=C1)C(F)(F)F)Cl)CC(C)(O)C)(C)C